OC1=C(C=CC=C1)CC(=O)NC=1C=C(C(=O)NC(COC)(C)C)C=CC1 3-[[2-(2-Hydroxyphenyl)acetyl]amino]-N-(2-methoxy-1,1-dimethyl-ethyl)benzamide